methyl 4-chloro-3-(2,6-dioxopiperidin-3-yl)benzoate ClC1=C(C=C(C(=O)OC)C=C1)C1C(NC(CC1)=O)=O